N1CCC(CCC1)OC1=CC(=C(C=C1)C=1N(C2=NC=NC(=C2N1)OC1(CC1)C)CC=1SC(=CN1)C)Cl 2-((8-(4-(azepan-4-yloxy)-2-chlorophenyl)-6-(1-methylcyclopropoxy)-9H-purin-9-yl)methyl)-5-methylthiazole